2-amino-1-(8,9-dichloro-1,2,4,5,6,7-hexahydro-1,5-epiminooxocino[5,4-b]indol-12-yl)ethan-1-one NCC(=O)N1C2COCC1CC=1NC=3C(=C(C=CC3C12)Cl)Cl